NC1=C(C=2C(=NC(=C(N2)C)C2CCN(CC2)C)N1C1=C(C(=CC=C1C)O)C)C(=O)N1CC=2N(CC1)N=CC2 (6-amino-5-(3-hydroxy-2,6-dimethylphenyl)-2-methyl-3-(1-methylpiperidin-4-yl)-5H-pyrrolo[2,3-b]pyrazin-7-yl)(6,7-dihydropyrazolo[1,5-a]pyrazin-5(4H)-yl)methanone